6-(3-chloro-2,4-dihydroxyphenyl)-5-methyl-4,5-dihydro-2H-pyridazin-3-one ClC=1C(=C(C=CC1O)C=1C(CC(NN1)=O)C)O